2-Amino-N-[4-fluoro-5-[[1-(cis-3-methoxycyclobutyl)pyrazol-3-yl]carbamoyl]-2-methylphenyl]-1,3-thiazole-5-carboxamide NC=1SC(=CN1)C(=O)NC1=C(C=C(C(=C1)C(NC1=NN(C=C1)[C@@H]1C[C@@H](C1)OC)=O)F)C